N-(4-ethoxypyrimidin-2-yl)-5-{[(2S,5R)-4-(3-methoxypropyl)-2,5-dimethylpiperazin-1-yl]carbonyl}-6,6-dimethyl-1,4,5,6-tetrahydropyrrolo[3,4-c]pyrazol-3-amine C(C)OC1=NC(=NC=C1)NC=1C2=C(NN1)C(N(C2)C(=O)N2[C@H](CN([C@@H](C2)C)CCCOC)C)(C)C